tert-Butyl (2-(2-fluoroethyl)-2-azaspiro[3.3]heptan-6-yl)carbamate FCCN1CC2(C1)CC(C2)NC(OC(C)(C)C)=O